CNC(=O)C1CCN(CC1)CCC=O N-METHYL-1-(3-OXOPROPYL)PIPERIDINE-4-CARBOXAMIDE